3-[(3R,9aS)-8-[2-chloro-3-(3-fluoro-1H-pyrazol-4-yl)benzoyl]-3,4,6,7,9,9a-hexahydro-1H-pyrazino[2,1-c][1,4]oxazin-3-yl]-5-chloro-1H-pyridin-2-one ClC1=C(C(=O)N2C[C@H]3CO[C@@H](CN3CC2)C=2C(NC=C(C2)Cl)=O)C=CC=C1C=1C(=NNC1)F